FCCNC(=O)C1=CN=C(S1)C=1C(=C2C(=NC1)NC=C2)NC2C[C@@H]1[C@@H](CN(C1)C([C@H](C)O)=O)C2 N-(2-fluoroethyl)-2-(4-(((3aR,5R,6aS)-2-((S)-2-hydroxypropanoyl)octahydro-cyclopenta[c]pyrrol-5-yl)amino)-1H-pyrrolo[2,3-b]pyridin-5-yl)thiazole-5-carboxamide